FC=1C=C(C=CC1F)C(CN1CCNCC1)NS(=O)(=O)C1=CC=C(C=C1)OC(F)(F)F N-(1-(3,4-difluorophenyl)-2-(piperazin-1-yl)ethyl)-4-(trifluoromethoxy)benzenesulfonamide